C(C1CCCO1)C=C(C(=O)O)C.C(C(=C)C)(=O)OCC1CCCO1 tetrahydrofurfuryl Methacrylate (Tetrahydrofurfuryl Methacrylate)